C(#N)C=1C=C(C=NC1N1N=CC=N1)NC(=O)C=1C=NN(C1C(F)(F)F)C1=C(C=CC=C1)C N-(5-cyano-6-(2H-1,2,3-triazol-2-yl)pyridin-3-yl)-1-(o-tolyl)-5-(trifluoromethyl)-1H-pyrazole-4-carboxamide